(S)-5-(3,4-difluorophenyl)-N-(piperidin-3-yl)-3-ureidothiophene-2-carboxamide FC=1C=C(C=CC1F)C1=CC(=C(S1)C(=O)N[C@@H]1CNCCC1)NC(=O)N